allyl (((2R,3S,4R,5R)-5-(4-aminopyrrolo[2,1-f][1,2,4]triazin-7-yl)-5-cyano-3,4-dihydroxytetrahydrofuran-2-yl) methyl) carbonate C(OCC=C)(OC[C@H]1O[C@@]([C@@H]([C@@H]1O)O)(C#N)C1=CC=C2C(=NC=NN21)N)=O